1-Methyl-3-acetylindol CN1C=C(C2=CC=CC=C12)C(C)=O